tert-butyl 3-chloro-4-((1-ethoxy-1-oxopropan-2-yl)thio)benzoate ClC=1C=C(C(=O)OC(C)(C)C)C=CC1SC(C(=O)OCC)C